FC1(CC12CCN(CC2)CC2(CC2)CO)F (1-((1,1-difluoro-6-azaspiro[2.5]octan-6-yl)methyl)cyclopropyl)methanol